benzodiazepine compound with water O.N1N=CC=CC2=C1C=CC=C2